FC1=CC=C(C=C1)N1C(N(C=C(C1=O)C(=O)O)C(C)C)=O 3-(4-fluorophenyl)-1-isopropyl-2,4-Dioxo-1,2,3,4-tetrahydropyrimidine-5-carboxylic acid